3-methyl-8-nitro-2,3,4,5-tetrahydro-1H-benzo[d]azepin-7-amine CN1CCC2=C(CC1)C=C(C(=C2)[N+](=O)[O-])N